N-((3R,5S)-5-((1H-1,2,4-triazol-1-yl)methyl)pyrrolidin-3-yl)-5-(2-cyclopropyl-5-(trifluoromethoxy)phenyl)-1,3,4-oxadiazole-2-carboxamide TFA salt OC(=O)C(F)(F)F.N1(N=CN=C1)C[C@@H]1C[C@H](CN1)NC(=O)C=1OC(=NN1)C1=C(C=CC(=C1)OC(F)(F)F)C1CC1